7-((1-(2,6-dioxopiperidin-3-yl)-3-methyl-2-oxo-2,3-dihydro-1H-benzo[d]imidazol-4-yl)amino)-N,N-diisopropylheptanamide O=C1NC(CCC1N1C(N(C2=C1C=CC=C2NCCCCCCC(=O)N(C(C)C)C(C)C)C)=O)=O